1-(tert-butyl) 2-methyl (S)-4-(o-tolyl)pyrrolidine-1,2-dicarboxylate C1(=C(C=CC=C1)C1C[C@H](N(C1)C(=O)OC(C)(C)C)C(=O)OC)C